2-(7,8-dimethyl-[1,2,4]triazolo[1,5-a]pyridin-6-yl)-3-isopropyl-1H-pyrrolo[3,2-b]pyridine-1-carboxylate CC1=C(C=2N(C=C1C1=C(C3=NC=CC=C3N1C(=O)[O-])C(C)C)N=CN2)C